8-((2s,5r)-4-(1-(4-(difluoromethoxy)phenyl)ethyl)-2-ethyl-5-methylpiperazin-1-yl)-5-methyl-6-oxo-5,6-dihydro-1,5-naphthyridine-2-carbonitrile FC(OC1=CC=C(C=C1)C(C)N1C[C@@H](N(C[C@H]1C)C1=CC(N(C=2C=CC(=NC12)C#N)C)=O)CC)F